CN1C=NC=2N=CN(C(C12)=O)CC1=NN(C(O1)=O)CCC1=CC=C(C#N)C=C1 4-(2-(5-((7-methyl-6-oxo-6H-purin-1(7H)-yl)methyl)-2-oxo-1,3,4-oxadiazol-3(2H)-yl)ethyl)benzonitrile